NC1=NC(N(C=C1)[C@@H]1O[C@@]([C@H](C1)O)(CO)CN=[N+]=[N-])=O 4-amino-1-((2R,4S,5R)-5-(azidomethyl)-4-hydroxy-5-(hydroxymethyl)tetrahydrofuran-2-yl)pyrimidin-2(1H)-one